di(3-aminophenoxy)benzophenone NC=1C=C(OC=2C(=C(C(=O)C3=CC=CC=C3)C=CC2)OC2=CC(=CC=C2)N)C=CC1